ClP(=O)(O)OP(=O)O chlorodiphosphonic acid